toluendiol diacrylate C(C=C)(=O)OC(C1=CC=CC=C1)OC(C=C)=O